Methyl 3-(5-bromo-4-(3-bromo-2-hydroxypropyl)thiophen-2-yl)propanoate BrC1=C(C=C(S1)CCC(=O)OC)CC(CBr)O